5-chloro-N-(1-hydroxy-3H-2,1-benzoxaborol-5-yl)-4-methylsulfanyl-pyrimidin-2-amine ClC=1C(=NC(=NC1)NC=1C=CC2=C(COB2O)C1)SC